CC1=C(C=C(C(=O)NCCN2CCCCC2)C=C1)[N+](=O)[O-] 4-methyl-3-nitro-N-(2-(piperidin-1-yl)ethyl)benzamide